C1=CC=CC=2C3=CC=CC=C3N(C12)C=1C=C(C=CC1)C1=NC(=CC=C1)C1=CC(=CC=C1)N1C2=CC=CC=C2C=2C=CC=CC12 2,6-bis(3-(carbazole-9-yl)phenyl)pyridine